2-[(8R)-5-cyclopropyl-5-azaspiro[3.5]nonan-8-yl]-8-fluoro-3,4-dihydro-1H-isoquinoline-6-carbohydroxamic acid C1(CC1)N1C2(CCC2)C[C@@H](CC1)N1CC2=C(C=C(C=C2CC1)C(=O)NO)F